2-Methyl-2-hydroxybut-3-yne CC(C)(C#C)O